N-(4-(((1H-pyrrol-3-yl)methyl)amino)phenyl)heptanamide N1C=C(C=C1)CNC1=CC=C(C=C1)NC(CCCCCC)=O